2-hydrazineyl-6,6-dimethyl-4H-1,3,4-thiadiazin-5(6H)-one N(N)C=1SC(C(NN1)=O)(C)C